6-[(2,6-difluoro-4-pyridyl)amino]-N-(2,2-dimethylpropyl)-3-methoxy-pyridine-2-carboxamide FC1=NC(=CC(=C1)NC1=CC=C(C(=N1)C(=O)NCC(C)(C)C)OC)F